tert-butyl (2S)-2-[[2-[1-[(2,3-difluorophenyl)methyl]-5-oxopyrrolidin-2-yl]acetyl]amino]-3-(4-hydroxyphenyl)propionate FC1=C(C=CC=C1F)CN1C(CCC1=O)CC(=O)N[C@H](C(=O)OC(C)(C)C)CC1=CC=C(C=C1)O